S(=O)(=O)=NC=C=C N-sulfonyl-1-azabutadiene